ClC(C(Cl)Cl)(Cl)Cl 1,1,1,2,2-pentachloroethane